(R)-5-chloro-N-(3-cyclopropyl-5-((5-methyl-4,7-diazaspiro[2.5]oct-7-yl)methyl)phenyl)-4-(6-methyl-1H-indol-3-yl)pyrimidin-2-amine ClC=1C(=NC(=NC1)NC1=CC(=CC(=C1)CN1C[C@H](NC2(CC2)C1)C)C1CC1)C1=CNC2=CC(=CC=C12)C